C(C)C1=C(C(=CC(=C1)CN1CC2(C1)CN(C2)S(=O)(=O)C)F)C2=CC=C(C=C2)C(C(F)(F)F)(C(F)(F)F)O 2-(2'-ethyl-6'-fluoro-4'-((6-(methylsulfonyl)-2,6-diazaspiro[3.3]heptan-2-yl)methyl)-[1,1'-biphenyl]-4-yl)-1,1,1,3,3,3-hexafluoropropan-2-ol